(6-chloro-3-(ethylsulfonyl)pyridin-2-yl)-2-(trifluoromethyl)-[1,2,4]triazolo[1,5-a]pyrimidine ClC1=CC=C(C(=N1)C1=NC=2N(C=C1)N=C(N2)C(F)(F)F)S(=O)(=O)CC